ethyl 5-[(trifluoromethanesulfonyl) oxy]-3,6-dihydro-2H-pyran-4-carboxylate FC(S(=O)(=O)OC1=C(CCOC1)C(=O)OCC)(F)F